3-(6'-oxo-3',4',6',8'-tetrahydro-7'H-spiro[azetidine-3,2'-pyrano[2,3-f]isoindole]-7'-yl)piperidine-2,6-dione O=C1N(CC=2C=C3C(=CC12)CCC1(O3)CNC1)C1C(NC(CC1)=O)=O